(prop-2-yne-1-ylthio)-5-(trifluoromethyl)phenol C(C#C)SC1=C(C=C(C=C1)C(F)(F)F)O